1-[5-fluoro-6-(pyrrolidin-3-yl) pyridin-3-yl]Ethyl-1,2,3-triazole-4-carboxylate FC=1C=C(C=NC1C1CNCC1)C(C)C1=C(N=NN1)C(=O)[O-]